2-chloro-1-(1-cyclopropylpyrazol-4-yl)ethanone ClCC(=O)C=1C=NN(C1)C1CC1